FC(CN1[C@H]2C[C@H]2C[C@H]1COC1=CC2=C(CC(O2)(C)C)C=C1NC(=O)C=1C=NN2C1N=CC=C2)F N-(6-(((1S,3S,5S)-2-(2,2-difluoroethyl)-2-azabicyclo[3.1.0]hexan-3-yl)methoxy)-2,2-dimethyl-2,3-dihydrobenzofuran-5-yl)pyrazolo[1,5-a]pyrimidine-3-carboxamide